NC1=C(C=C(C=N1)C=1C=CC(=C(C#N)C1)F)OC(C)C1=C(C(=CC=C1Cl)F)Cl 5-{6-amino-5-[1-(2,6-dichloro-3-fluoro-phenyl)-ethoxy]-pyridin-3-yl}-2-fluoro-benzonitrile